N-(5-cyclopentyl-4-fluoro-1H-pyrazol-3-yl)-2-(3-methylisoxazol-5-yl)acetamide (1R,3S)-3-(3-((2-methylpyridin-4-yl)amino)-1H-pyrazol-5-yl)cyclopentyl-bicyclo[1.1.1]pentan-1-ylcarbamate CC1=NC=CC(=C1)NC1=NNC(=C1)[C@@H]1C[C@@H](CC1)N(C(O)=O)C12CC(C1)C2.C2(CCCC2)C2=C(C(=NN2)NC(CC2=CC(=NO2)C)=O)F